2-myristoyl-sn-glycero-3-phosphate C(CCCCCCCCCCCCC)(=O)O[C@H](CO)COP(=O)(O)O